2-chloropteridin-7(8H)-one ClC1=NC=2NC(C=NC2C=N1)=O